7-(3-{1-[(tert-butoxy)carbonyl]piperidin-2-yl}-5-ethyl-1-methyl-1H-pyrazol-4-yl)-6-chloro-3-[3-(naphthalen-1-yloxy)propyl]-1H-indole-2-carboxylic acid ethyl ester C(C)OC(=O)C=1NC2=C(C(=CC=C2C1CCCOC1=CC=CC2=CC=CC=C12)Cl)C=1C(=NN(C1CC)C)C1N(CCCC1)C(=O)OC(C)(C)C